(Z)-10-benzylidene-6,6-dimethyl-1,4,9-trioxadispiro[4.2.48.25]tetradecan-11-one C(/C1=CC=CC=C1)=C\1/OC2(CC(C3(OCCO3)CC2)(C)C)CC1=O